3-[(3-{[(tert-butoxy)carbonyl]amino}-2-fluorophenyl)methyl]-2-oxo-3,4-dihydro-2H-1,3-benzoxazin-7-yl 3,3-difluoroazetidine-1-carboxylate FC1(CN(C1)C(=O)OC1=CC2=C(CN(C(O2)=O)CC2=C(C(=CC=C2)NC(=O)OC(C)(C)C)F)C=C1)F